C(C)N1C=C(C(C2=CC(=C(C=C12)N1CCN(CC1)C(C)=O)F)=O)C(C=CC1=CC=C(C=C1)Cl)=O 1-ethyl-6-fluoro-7-(4-acetylpiperazin-1-yl)-3-(4-chlorocinnamoyl)-quinolin-4(1H)-one